2-((2-chloro-7-methyl-5,6,7,8-tetrahydropyrido[3,4-d]pyrimidin-4-yl)oxy)-1-fluoro-5,6,8,9,10,11-hexahydro-7H-pyrido[3',4':4,5]pyrrolo[2,3-f]isoquinolin-7-one ClC=1N=C(C2=C(N1)CN(CC2)C)OC=2N=CC=1CCC3=C(C1C2F)NC2=C3C(NCC2)=O